FC(C1=CC=C(C=N1)CC1CC2(CN(C2)C(=O)OC(C)(C)C)CC1)(F)F tert-butyl 6-[[6-(trifluoromethyl)-3-pyridyl]methyl]-2-azaspiro[3.4]octane-2-carboxylate